2-bromo-N-phenyl-N-(thiophen-2-ylmethyl)acetamide BrCC(=O)N(CC=1SC=CC1)C1=CC=CC=C1